{3-[(3,3-difluorocyclobutyl)oxy][1,4'-bipiperidin]-1'-yl}-N-[(3,5-difluoropyridin-2-yl)methyl]-1,3-thiazole-5-carboxamide FC1(CC(C1)OC1CN(CCC1)C1CCN(CC1)C=1SC(=CN1)C(=O)NCC1=NC=C(C=C1F)F)F